1-(3-(1-(4-(trifluoromethyl)phenyl)-1H-pyrazolo[4,3-b]pyridin-3-yl)pyrrolidin-1-yl)prop-2-en-1-one FC(C1=CC=C(C=C1)N1N=C(C2=NC=CC=C21)C2CN(CC2)C(C=C)=O)(F)F